N1NC=C2C1=C1C(=NC=N2)C=C(C=C1)C(=O)N dihydrobenzo[d]pyrazolo[3,4-f][1,3]diazepine-8-carboxamide